((1-Cyanopyrrolidin-3-yl)methyl)-N-methyl-3-(2-methylthiazol-4-yl)-benzenesulfonamide C(#N)N1CC(CC1)CC1=C(C=CC=C1C=1N=C(SC1)C)S(=O)(=O)NC